2-(4-(aminomethyl)phenyl)-N-(3-(diethylamino)propyl)imidazo[2',1':2,3]thiazolo[4,5-b]pyridine-7-carboxamide NCC1=CC=C(C=C1)C=1N=C2SC=3C(=NC=C(C3)C(=O)NCCCN(CC)CC)N2C1